(2-(5-(1-(3,5-dichloropyridin-4-yl)ethoxy)-1H-indazol-3-yl)-4,6-dihydropyrrolo[3,4-d]imidazol-5(1H)-yl)((S)-3-hydroxypyrrolidin-1-yl)methanone ClC=1C=NC=C(C1C(C)OC=1C=C2C(=NNC2=CC1)C1=NC2=C(N1)CN(C2)C(=O)N2C[C@H](CC2)O)Cl